NC=1C(=NC(=C(N1)C(=O)[O-])N)C(=O)[O-].[Na+].S1C(=CC=C1)[C+3].NC=1C(=NC(=C(N1)C(=O)[O-])N)C(=O)[O-] Thienyl-carbon sodium 3,6-diaminopyrazine-2,5-dicarboxylate